(S)-(4-(difluoromethyl)-2-(2-hydroxypropan-2-yl)oxazol-5-yl)(4-(pyrazolo[1,5-a]pyridin-2-yl)-6,7-dihydro-1H-imidazo[4,5-c]pyridin-5(4H)-yl)methanone FC(C=1N=C(OC1C(=O)N1[C@@H](C2=C(CC1)NC=N2)C2=NN1C(C=CC=C1)=C2)C(C)(C)O)F